[Si](C1=CC=CC=C1)(C1=CC=CC=C1)(C(C)(C)C)OC[C@H]1C[C@@H]([C@H]2[C@@H]1OC(O2)(C)C)O (3aS,4S,6R,6aR)-6-(((tert-Butyldiphenylsilyl)oxy)methyl)-2,2-dimethyltetrahydro-4H-cyclopenta[d][1,3]dioxol-4-ol